C(C)(=O)N1CC(C1)CN1N=CC(=C1C(=O)NC1=NC=C(C=C1C)C#CC1=CC=CC=C1)Cl 1-((1-acetylazetidin-3-yl)methyl)-4-chloro-N-(3-methyl-5-(phenylethynyl)pyridin-2-yl)-1H-pyrazole-5-carboxamide